C(C=C)(=O)N1C(CS(CC1)(=O)=O)C=1C=C(C=C(C1)Cl)C1=CC(N(C=C1)C)=O 4-(3-(4-acryloyl-1,1-dioxidothiomorpholin-3-yl)-5-chlorophenyl)-1-methylpyridin-2(1H)-one